C1(CCCC1)C(=O)N1CCN(CC1)C(=O)C=1C=C(CN2C(NC(C3=C2N=CC=C3)=O)=O)C=CC1F 1-(3-(4-(cyclopentanecarbonyl)piperazine-1-carbonyl)-4-fluorobenzyl)pyrido[2,3-d]pyrimidine-2,4(1H,3H)-dione